COC1CC(C1)NC(=O)N ((1r,3r)-3-methoxycyclobutyl)urea